C1=CC(=CC=C1C2=COC3=C(C(=C(C(=C3C2=O)O)[C@H]4[C@@H]([C@H]([C@@H]([C@H](O4)CO)O)O)O)O)[C@H]5[C@@H]([C@H]([C@@H]([C@H](O5)CO)O)O)O)O The molecule is a C-glycosyl compound and a hydroxyisoflavone. It has a role as a plant metabolite. It derives from an isoflavone.